5-cyclopropyl-1-(4-fluorophenyl)-2-oxo-1,2-dihydropyridine-3-carboxamide C1(CC1)C=1C=C(C(N(C1)C1=CC=C(C=C1)F)=O)C(=O)N